O1CCC2=C1C=CC=C2C(C)(O)C=2N=CN(C2)C(C2=CC=CC=C2)(C2=CC=CC=C2)C2=CC=CC=C2 1-(2,3-dihydro-1-benzofuran-4-yl)-1-[1-(trityl)imidazol-4-yl]ethanol